(2R,3S,5R)-3-(3,4-difluoro-2-methoxyphenyl)-N-(3-fluoro-4-(4,4,5,5-tetramethyl-1,3,2-dioxaborolan-2-yl)phenyl)-5-methyl-5-(trifluoromethyl)tetrahydrothiophene-2-carboxamide FC=1C(=C(C=CC1F)[C@H]1[C@@H](S[C@](C1)(C(F)(F)F)C)C(=O)NC1=CC(=C(C=C1)B1OC(C(O1)(C)C)(C)C)F)OC